NC1=C(C=C2C(C=C(OC2=C1N)C=1C=NC=CC1)=O)F 7,8-diamino-6-fluoro-2-(pyridin-3-yl)-4H-chromen-4-one